C1(=CC=CC2=CC=CC=C12)C(=O)[O-].C(CCCCCCC)[Sn+](CCCCCCCC)CCCCCCCC trioctyl-tin naphthate